2-(thiophen-2-yl)-1H-imidazole S1C(=CC=C1)C=1NC=CN1